5-methyl-4-((6-((2-methyl-6-(trifluoromethyl)pyridin-3-yl)sulfonyl)-2,6-diazaspiro[3.3]heptan-2-yl)methyl)oxazole CC1=C(N=CO1)CN1CC2(C1)CN(C2)S(=O)(=O)C=2C(=NC(=CC2)C(F)(F)F)C